COC1=NC=CC=C1C=1C=NN2C1N=C(C=C2)N2CC(C2)N(C(OC(C)(C)C)=O)C tert-butyl (1-(3-(2-methoxypyridin-3-yl)pyrazolo[1,5-a]pyrimidin-5-yl)azetidin-3-yl)(methyl)carbamate